4-[6-(difluoromethyl)-5-methyl-3-pyridinyl]spiro[1,3-benzoxazine-2,1'-cyclobutane] FC(C1=C(C=C(C=N1)C1=NC2(CCC2)OC2=C1C=CC=C2)C)F